C1(=CC=CC=C1)C1(CC(=NO1)C(=O)O)C1=CC=CC=C1 4,5-dihydro-5,5-diphenyl-isoxazole-3-carboxylic acid